BrC=1C=C2C(C(NC2=C(C1)C)=O)=O 5-bromo-7-methylindoline-2,3-dione